N-(1-(4-(4-Fluoro-3-(trifluoromethoxy)benzyl)piperazine-1-carbonyl)-1H-pyrazol-3-yl)methanesulfonamide FC1=C(C=C(CN2CCN(CC2)C(=O)N2N=C(C=C2)NS(=O)(=O)C)C=C1)OC(F)(F)F